CC1=CC(=CC=C1)CCC 1-methyl-3-propylbenzene